N1(CCOCC1)C1=NC2=C(N=CC=C2C(=C1)N1C[C@@H]2[C@H](C1)COC2)C2=CC=NN2C2OCCCC2 2-(morpholin-4-yl)-4-[(3aR,6aS)-tetrahydro-1H-furo[3,4-c]pyrrol-5(3H)-yl]-8-[1-(tetrahydro-2H-pyran-2-yl)-1H-pyrazol-5-yl]-1,7-naphthyridine